p-methylphenyl-sulfonic acid-7-oxo-1,3,5-cycloheptatrien-1-yl ester O=C1C=CC=CC=C1OS(=O)(=O)C1=CC=C(C=C1)C